7-((trans)-3-amino-3-methylcyclobutyl)amino-1-(ethylamino)-2,6-naphthyridine-3-carbonitrile NC1(CC(C1)NC1=NC=C2C=C(N=C(C2=C1)NCC)C#N)C